C(CCCCCCCC)(=O)OCC(CC(=O)O[C@H]1C[NH2+]C[C@@H]1OC(CC(COC(CCCCCCCC)=O)COC(CCCCCCCC)=O)=O)COC(CCCCCCCC)=O (3S,4S)-3,4-bis((4-(nonanoyloxy)-3-((nonanoyloxy)methyl)butanoyl)oxy)pyrrolidin-1-ium